3-amino-4-(7-fluoro-1H-indazol-4-yl)-6-(1-methylpiperidin-4-yl)-1H-1,10-phenanthrolin-2-one NC=1C(NC2=C3N=CC=CC3=C(C=C2C1C1=C2C=NNC2=C(C=C1)F)C1CCN(CC1)C)=O